(±)-trans-N-(8-amino-6-(1H-pyrazol-4-yl)isoquinolin-3-yl)-2-cyanocyclopropanecarboxamide NC=1C=C(C=C2C=C(N=CC12)NC(=O)[C@H]1[C@@H](C1)C#N)C=1C=NNC1 |r|